O1[C@H](C=CC1)[C@@]1(CN(CC1)CC1=CC=C(C=C1)NC(C)=O)CCC1=CC=CC=C1 N-(4-(((S)-3-((R)-2,5-dihydrofuran-2-yl)-3-phenethylpyrrolidin-1-yl)methyl)phenyl)acetamide